(2S,4R)-1-[(2S)-2-acetamido-3,3-dimethylbutanoyl]-4-hydroxy-N-[(1S)-1-[4-(4-methyl-1,2,3-thiadiazol-5-yl)phenyl]ethyl]pyrrolidine-2-carboxamide C(C)(=O)N[C@H](C(=O)N1[C@@H](C[C@H](C1)O)C(=O)N[C@@H](C)C1=CC=C(C=C1)C1=C(N=NS1)C)C(C)(C)C